FC1=CC(=C(C=C1)[C@@H]1[C@H](O[C@@]([C@H]1C)(C(F)(F)F)C)C(=O)NC1=CC(=NC=C1)C(=O)N)O (2S,3R,4S,5S)-4-[[3-(4-Fluoro-2-hydroxy-phenyl)-4,5-dimethyl-5-(trifluoromethyl)tetrahydrofuran-2-carbonyl]amino]pyridin-2-carboxamid